COC=1C=C(C=CC1NC(CC(C)C)=O)C1=C(NC(=C1C1=C(C=C(C=C1)[N+](=O)[O-])C)C)C(=O)N 3-(3-methoxy-4-(3-methylbutanoylamino)phenyl)-5-methyl-4-(2-methyl-4-nitrophenyl)-1H-pyrrole-2-carboxamide